N1C[C@@H](CCC1)C1CN(C1)C(=O)OC(C)(C)C tert-butyl (S)-3-(piperidin-3-yl)azetidine-1-carboxylate